aluminum dilinoleate C(CCCCCCC\C=C/C\C=C/CCCCC)(=O)[O-].C(CCCCCCC\C=C/C\C=C/CCCCC)(=O)[O-].[Al+2]